CC1=C2COC(C2=CC=C1C(C=O)=O)=O 2-(4-methyl-1-oxo-1,3-dihydroisobenzofuran-5-yl)-2-oxoacetaldehyde